thiazoleneat S1N(C=CC1)C(=O)[O-]